dispiro[cyclopropane-1,1'-cyclohexane-3',3''-imidazo[1,5-a]pyridine]-1'',5''-dione C1(NC2(N3C1=CC=CC3=O)CC3(CCC2)CC3)=O